N-(2-chloro-3-(3'-chloro-6-methoxy-5-(((((R)-5-oxopyrrolidin-2-yl)methyl)amino)methyl)-[2,4'-bipyridin]-2'-yl)phenyl)-5-(((R)-3-hydroxypyrrolidin-1-yl)methyl)thiazole-2-carboxamide ClC1=C(C=CC=C1C1=NC=CC(=C1Cl)C1=NC(=C(C=C1)CNC[C@@H]1NC(CC1)=O)OC)NC(=O)C=1SC(=CN1)CN1C[C@@H](CC1)O